N-dodecyl-N'-[3-(dibutylamino)propyl]-phthalic acid diamide C(CCCCCCCCCCC)NC(C=1C(C(=O)NCCCN(CCCC)CCCC)=CC=CC1)=O